COC1=NC=NC=C1NC(C)=O N-(4-methoxy-pyrimidin-5-yl)-acetamide